CC(CO)(CN1N=NC2=C1C=CC(=C2)C2=NOC(=N2)C=2SC=CC2C)C 2,2-dimethyl-3-(5-(5-(3-methylthiophen-2-yl)-1,2,4-oxadiazol-3-yl)-1H-benzo[d][1,2,3]triazol-1-yl)propan-1-ol